ClC1=CC2=C(N(C(C(N2C)=O)=O)C2CCN(CC2)C2=NC=C(C=C2)S(=O)(=O)C)N=C1 7-chloro-1-methyl-4-(1-(5-(methylsulfonyl)pyridin-2-yl)piperidin-4-yl)-1,4-dihydropyrido[2,3-b]pyrazine-2,3-dione